FC1=CC=C2C3=C(NC2=C1)C(=NC(=C3)C(=O)O)C3=CC=C(C=C3)OCC3=NC=CC=C3 7-fluoro-1-(4-(pyridin-2-ylmethoxy)phenyl)-9H-pyrido[3,4-b]indole-3-carboxylic acid